4-methyl-N-[[(3-fluorophenyl)amino]carbonyl]benzenesulfonamide CC1=CC=C(C=C1)S(=O)(=O)NC(=O)NC1=CC(=CC=C1)F